BrC1=C(C=CC(=C1)C)[C@@H](CO)C (S)-2-(2-bromo-4-methylphenyl)propan-1-ol